CC(C(=O)O)(CC1=CC=2N(C=C1)C(=NN2)C(F)(F)F)C 2,2-dimethyl-3-(3-(trifluoromethyl)-[1,2,4]triazolo[4,3-a]pyridin-7-yl)propanoic acid